Methyl 4-methyl-3-((4-(trifluoromethyl)thiazol-2-yl)amino)benzoate CC1=C(C=C(C(=O)OC)C=C1)NC=1SC=C(N1)C(F)(F)F